(3,5-di-t-butylphenol) aluminum [Al].C(C)(C)(C)C=1C=C(C=C(C1)C(C)(C)C)O